NCCN(CC#N)CCN1C(N(CC1)CCN)=O 2-((2-aminoethyl)(2-(3-(2-aminoethyl)-2-oxoimidazolidin-1-yl)ethyl)amino)acetonitrile